bis(6,6-diethoxyhexyl)magnesium C(C)OC(CCCCC[Mg]CCCCCC(OCC)OCC)OCC